sodium perfluorodecanol FC(C(C(C(C(C(C(C(C(C(F)(F)F)(F)F)(F)F)(F)F)(F)F)(F)F)(F)F)(F)F)(F)F)(O)F.[Na]